OC1=C(C(=CC(=C1C(=O)NS(=O)(=O)C=1C=NC=CC1)CCCCC)O)C1C(CCC(=C1)C)C(=C)C 2,6-dihydroxy-5'-methyl-4-pentyl-2'-(prop-1-en-2-yl)-N-(pyridin-3-ylsulfonyl)-1',2',3',4'-tetrahydro-[1,1'-biphenyl]-3-carboxamide